FC(C)(C)C12CC(C1)(C2)COC2=NN=C(S2)N 5-((3-(2-fluoroprop-2-yl)bicyclo(1.1.1)pentan-1-yl)methoxy)-1,3,4-thiadiazol-2-amine